7-((1-(6-chloro-2-(hydroxymethyl)-5-methylpyrimidin-4-yl)piperidin-4-yl)oxy)-2-methylisoquinolin-1(2H)-one ClC1=C(C(=NC(=N1)CO)N1CCC(CC1)OC1=CC=C2C=CN(C(C2=C1)=O)C)C